OC1=C(C=C(C(=O)OCC[Si](C)(C)C)C=C1)C 2-(trimethylsilyl)ethyl 4-hydroxy-3-methylbenzoate